(S)-N-(1-(1-(2,4-bis(trifluoromethyl)phenyl)ethyl)-1H-pyrazol-4-yl)-5-(2-methoxyphenyl)isoxazole-3-carboxamide FC(C1=C(C=CC(=C1)C(F)(F)F)[C@H](C)N1N=CC(=C1)NC(=O)C1=NOC(=C1)C1=C(C=CC=C1)OC)(F)F